N-(((1R,5S,6s)-3-(5-(3-cyano-6-(1-methyl-1H-pyrazol-4-yl)pyrazolo[1,5-a]pyridin-4-yl)pyridin-2-yl)-3-azabicyclo[3.1.0]hexan-6-yl)methyl)-3-methoxypicolinamide C(#N)C=1C=NN2C1C(=CC(=C2)C=2C=NN(C2)C)C=2C=CC(=NC2)N2C[C@@H]1C([C@@H]1C2)CNC(C2=NC=CC=C2OC)=O